(R)-2-amino-3-(4-methyl-1H-indol-3-yl)propanoic acid N[C@@H](C(=O)O)CC1=CNC2=CC=CC(=C12)C